BrC=1C=CC(=C(C1)C(C)O)CO 1-[5-bromo-2-(hydroxymethyl)phenyl]ethanol